N[C@H]1C(N(C=CC=C1)C(C)(C)C)=O (R)-3-amino-1-(tert-butyl)azepin-2-one